3,4-diethoxyphenethylamine C(C)OC=1C=C(CCN)C=CC1OCC